FC1=CC=C(C=C1)N1N=CC2=C1C=C1CCN(C[C@]1(C2)[C@@H](O)C=2N=COC2)S(=O)(=O)C2=CC=C(C=C2)C(F)(F)F |&1:20| (R)-(1-(4-fluorophenyl)-6-((4-(trifluoromethyl)phenyl)sulfonyl)-4,4a,5,6,7,8-hexahydro-1H-pyrazolo[3,4-g]isoquinolin-4a-yl)(oxazol-4-yl)-(R/S)-methanol